6-(cyclobutyloxy)-N-{(1R)-1-[3-(difluoromethyl)-2-fluorophenyl]ethyl}-2-methylpyrido[3,4-d]pyrimidin-4-amine C1(CCC1)OC1=CC2=C(N=C(N=C2N[C@H](C)C2=C(C(=CC=C2)C(F)F)F)C)C=N1